S1C=NC2=C1C=CC(=C2)OC2=CC(=C(C=C2C)NC2=NC=NC1=CC(=C(C=C21)NC(/C(=C\[C@@H]2N(CCC2)C)/F)=O)OC)OC (R,E)-N-(4-((4-(benzo[d]thiazol-5-yloxy)-2-methoxy-5-methylphenyl)amino)-7-methoxyquinazolin-6-yl)-2-fluoro-3-(1-methylpyrrolidin-2-yl)acrylamide